(2S,4R)-1-((R)-2-(2-naphthoylamino)-3-cyclohexylpropionyl)-N-(1-amino-4-methyl-1,2-dioxopent-3-yl)-4-(piperidin-1-yl)pyrrolidine-2-carboxamide C1=C(C=CC2=CC=CC=C12)C(=O)N[C@@H](C(=O)N1[C@@H](C[C@H](C1)N1CCCCC1)C(=O)NC(C(C(=O)N)=O)C(C)C)CC1CCCCC1